FC=1C=NN2C1C(=NC(=C2)C=2C=NN(C2)C)O[C@H]2C[C@H](C2)N(C(OC(C)(C)C)=O)C tert-butyl ((cis)-3-((3-fluoro-6-(1-methyl-1H-pyrazol-4-yl)pyrazolo[1,5-a]pyrazin-4-yl)oxy)cyclobutyl)(methyl)carbamate